4-chloro-1-((2-(trimethyl-silyl)ethoxy)methyl)-1H-imidazole ClC=1N=CN(C1)COCC[Si](C)(C)C